8-(2,2-difluoroethyl)-N-[(4-methoxyphenyl)methyl]-2-(morpholin-4-yl)-N-[(1-{[2-(trimethylsilyl)ethoxy]methyl}-1H-benzimidazol-2-yl)methyl]pyrazolo[1,5-a][1,3,5]triazin-4-amine FC(CC=1C=NN2C1N=C(N=C2N(CC2=NC1=C(N2COCC[Si](C)(C)C)C=CC=C1)CC1=CC=C(C=C1)OC)N1CCOCC1)F